BrC=1C=NN(C1\C=C(/C#N)\C1=CC(=C(C=C1)F)F)C (Z)-3-(4-bromo-1-methyl-1H-pyrazol-5-yl)-2-(3,4-difluorophenyl)acrylonitrile